C(C=C)(=O)OCCCCCCCCCCCCCCCC.[Na] sodium hexadecyl acrylate